(S)-Ethyl-2'-amino-6'-isobutyl-5-chloro-2,5',7'-trioxo-1'-phenyl-1',5',6',7'-tetrahydrospiro[indoline-3,4'-pyrrolo[3,4-b]-pyridine]-3'-carboxylate C(C)OC(=O)C=1[C@]2(C3=C(N(C1N)C1=CC=CC=C1)C(N(C3=O)CC(C)C)=O)C(NC3=CC=C(C=C32)Cl)=O